C(CCC)[Sn](C1=NC=CC(=N1)C(F)(F)F)(CCCC)CCCC 2-(tributylstannyl)-4-(trifluoromethyl)pyrimidine